C1(=CC=CC=C1)C=1C2=C(NC(C1C(\C=C\C1=NC=CC=C1)=O)=O)CCC2 4-phenyl-3-[(2E)-3-(pyridin-2-yl)prop-2-enoyl]-1H,2H,5H,6H,7H-cyclopenta[b]pyridin-2-one